3-(((R)-7-((2S,4R)-4-((2,2-difluoroethyl)amino)-2-phenylpiperidine-1-carbonyl)-7-azaspiro[4.5]dec-10-yl)methyl)-6-phenylpyrimidin-4(3H)-one FC(CN[C@H]1C[C@H](N(CC1)C(=O)N1CC2(CCCC2)[C@@H](CC1)CN1C=NC(=CC1=O)C1=CC=CC=C1)C1=CC=CC=C1)F